6-chloro-4-[(1R)-1-(2,4-dichlorophenyl)ethoxy]-2,3-dimethylpyridine ClC1=CC(=C(C(=N1)C)C)O[C@H](C)C1=C(C=C(C=C1)Cl)Cl